N-((1s,3s)-3-(6-((1-(2-(1-(2-(2,6-dioxopiperidin-3-yl)-1,3-dioxoisoindoline-5-yl)piperidin-4-yl)acetyl)piperidin-4-yl)amino)-9H-purin-9-yl)cyclobutyl)-6-methylpicolinamide O=C1NC(CC[C@@H]1N1C(C2=CC=C(C=C2C1=O)N1CCC(CC1)CC(=O)N1CCC(CC1)NC1=C2N=CN(C2=NC=N1)C1CC(C1)NC(C1=NC(=CC=C1)C)=O)=O)=O